melissamide C(CCCCCCCCCCCCCCCCCCCCCCCCCCCCC)(=O)N